ClC1=NC=C(C=C1C(C#N)CCC=C)F 2-(2-chloro-5-fluoropyridin-3-yl)hex-5-enenitrile